C(C)(C)(C)OC(=O)N[C@H](CC1=CN(C2=CC=CC=C12)C)C(=O)[O-] (tert-butoxycarbonyl)-1-methyl-D-tryptophanate